propanoic acid (propanoate) C(CC)(=O)O.C(CC)(=O)O